C1(CC1)C(=O)N1[C@@H](C[C@H](C1)F)CN1CCCC2=C1N=NC(=C2)C2=C(C=C(C=C2C)C(F)(F)F)O cyclopropyl((2S,4R)-4-fluoro-2-((3-(2-hydroxy-6-methyl-4-(trifluoromethyl)phenyl)-6,7-dihydropyrido[2,3-c]pyridazin-8(5H)-yl)methyl)pyrrolidin-1-yl)methanone